C(C1=CC=CC=C1)N1C(CC2(CC1)OCCC1=CC=C(C=C12)C)C benzyl-2',7-dimethyl-spiro[isochromane-1,4'-piperidine]